[N-](S(=O)(=O)C(F)(F)F)S(=O)(=O)C(F)(F)F.C(C=C)(=O)OCCC[N+](CC1=CC=CC=C1)(C)C acryloyloxypropyldimethylbenzylammonium bis(trifluoromethanesulfonyl)imide